COCCOC1CCC(CC1)NC(=O)C1=NC=CC(=N1)C1=CN=CN1C N-((1r,4r)-4-(2-methoxyethoxy)cyclohexyl)-4-(1-methyl-1H-imidazol-5-yl)pyrimidine-2-carboxamide